N-{8-fluoro-2-methylimidazo[1,2-a]pyridin-6-yl}-3-methyl-7-(piperazin-1-yl)-1,2,3-benzotriazole-4-carboxamide FC=1C=2N(C=C(C1)NC(=O)C1=CC=C(C=3N=NN(C31)C)N3CCNCC3)C=C(N2)C